N-oxalyl-D-tyrosine C(C(=O)O)(=O)N[C@H](CC1=CC=C(C=C1)O)C(=O)O